CC=1C=CC=2C(C3=CC=CC=C3OC2C1)NC(=O)C=1C(NC(=CC1)C(F)(F)F)=O N-(3-methyl-9H-xanthen-9-yl)-2-oxo-6-(trifluoromethyl)-1,2-dihydropyridine-3-carboxamide